C(C)(C)(C)OC(=O)N1NC=CC=C1 Pyridazine-1-carboxylic acid tert-butyl ester